FC[C@H](C(=O)O)O (2S)-3-fluoro-2-hydroxy-propanoic acid